ClC1=CC2=C(N(C(N2CCN2CCOCC2)=O)C2CCN(CC2)C2C(CCCC2)Cl)C=C1Cl 5,6-dichloro-1-(1-(2-chlorocyclohexyl)piperidin-4-yl)-3-(2-morpholinoethyl)-1,3-dihydro-2H-benzo[d]imidazol-2-one